C(=O)O.C(C)(C)N1CCN(CC1)CC1=CN=C(O1)C=1C2=C(N(N1)C=1C=NC(=C(C1)C)OC)CCOCC2 3-(5-((4-Isopropylpiperazin-1-yl)methyl)oxazol-2-yl)-1-(6-methoxy-5-methylpyridin-3-yl)-4,5,7,8-tetrahydro-1H-oxepino[4,5-c]pyrazole, Formate Salt